C(C)(=O)N[C@H](C(=O)N[C@H](C(=O)OC(C)(C)C)CCC(C=[N+]=[N-])=O)CC1=CNC2=CC=CC=C12 tert-Butyl (S)-2-((S)-2-acetamido-3-(1H-indol-3-yl)propanamido)-6-diazo-5-oxohexanoate